2-{2-[(4-methoxyphenyl)methoxy]ethyl}propane-1,3-diol COC1=CC=C(C=C1)COCCC(CO)CO